C1(CC1)C1CC2(N(C(C1)C2)C(=O)NC2=C(C=C(C(=C2)C2=NC=C(C=N2)F)C(F)(F)F)F)C=2OC(=NN2)C cis-3-cyclopropyl-N-(2-fluoro-5-(5-fluoropyrimidin-2-yl)-4-(trifluoromethyl)phenyl)-1-(5-methyl-1,3,4-oxadiazol-2-yl)-6-azabicyclo[3.1.1]heptane-6-carboxamide